tert-butyl 8-(6-bromo-3-(ethylthio)-5-fluoro-7,9-dihydrofuro[3,4-f]quinazolin-1-yl)-3,8-diazabicyclo[3.2.1]octane-3-carboxylate BrC=1C2=C(C=3C(=NC(=NC3C1F)SCC)N1C3CN(CC1CC3)C(=O)OC(C)(C)C)COC2